2-(tetrahydrofuran-3-yl)pyrazine O1CC(CC1)C1=NC=CN=C1